C1(=CC=C(C=C1)N=C=O)N=C=O p-Phenylendiisocyanat